((2S,4R,5R)-4-acetoxy-5-(2-amino-8-oxo-7-(3,3,3-trifluoropropyl)-7,8-dihydro-9H-purin-9-yl) tetrahydrofuran-2-yl)methyl acetate C(C)(=O)OC[C@H]1O[C@H]([C@@H](C1)OC(C)=O)N1C2=NC(=NC=C2N(C1=O)CCC(F)(F)F)N